4-(3,8-diazabicyclo[3.2.1]oct-3-yl-2-((dihydro-1'H,3'H-spiro[oxetane-3,2'-pyrrolizine]-7a'(5'H)-yl)methoxy)-8-fluoropyrido[4,3-d]pyrimidin-7-yl)-5-ethyl-6-fluoronaphthalen-2-ol C12CN(CC(CC1)N2)C=2C1=C(N=C(N2)OCC23CCCN3CC3(C2)COC3)C(=C(N=C1)C1=CC(=CC3=CC=C(C(=C13)CC)F)O)F